tert-butyl (2-(2-(3-((2-(((4,5-dimethylthiazol-2-yl)amino)methyl)phenyl)amino)-3-oxopropoxy)ethoxy)ethyl)carbamate CC=1N=C(SC1C)NCC1=C(C=CC=C1)NC(CCOCCOCCNC(OC(C)(C)C)=O)=O